2,6-Bis(benzyloxy)-3-(4-bromo-3-chlorophenyl)pyridine C(C1=CC=CC=C1)OC1=NC(=CC=C1C1=CC(=C(C=C1)Br)Cl)OCC1=CC=CC=C1